C1(CCCC1)N1C(N(C=2C=NC(=CC21)NC2=C(C=CC=C2)C(F)(F)F)C)=O 1-cyclopentyl-3-methyl-6-((2-(trifluoromethyl)phenyl)amino)-1,3-dihydro-2H-imidazo[4,5-c]pyridin-2-one